O1CCC2=C1C=C(C=C2)N(C(=O)C=2C=C(C=CC2)N2N=C(C=1CCC[C@@H](C21)OC2=CC=C(C(=O)O)C=C2)C(F)(F)F)C 4-[[(S)-1-[3-[2,3-dihydrobenzofuran-6-yl(methyl)carbamoyl]phenyl]-3-(trifluoromethyl)-4,5,6,7-tetrahydroindazol-7-yl]oxy]benzoic acid